T-butyl (S)-5-cyclopropyl-6-oxo-3-(trifluoromethyl)-5,6,6a,7,9,10-hexahydro-8H-pyrazino[1,2-a]pyrido[3,2-e]pyrazin-8-carboxylate C1(CC1)N1C([C@H]2N(C3=C1C=C(C=N3)C(F)(F)F)CCN(C2)C(=O)OC(C)(C)C)=O